N1(CCC1)C[C@H](C)NC(=O)C1=CC(=NN1C)C1=NC(=NC=C1)NC1=CC(=CC(=C1)OC)F N-[(2S)-1-(azetidin-1-yl)propan-2-yl]-3-{2-[(3-fluoro-5-methoxyphenyl)amino]pyrimidin-4-yl}-1-methyl-1H-pyrazole-5-carboxamide